NC1=C(C=C(C#N)C=C1)C(=C)C 4-amino-3-(prop-1-en-2-yl)benzonitrile